C(C)(C)C1=C(C=2C=3C=CC=C4C=CC=C(C5=CC=CC(=C1)C52)C43)C4=CC=CC=C4 isopropylphenyl-perylene